ClC=1C=C(C(=O)O)C=CC1OP(=S)(OCC)OCC 3-chloro-4-((diethoxythiophosphoryl)oxy)benzoic acid